(2Z)-2-methoxyimino-2-phenylacetate CO\N=C(/C(=O)[O-])\C1=CC=CC=C1